tert-butyl ((4-((2-(1-(7-azabicyclo[2.2.1]heptan-7-yl)ethyl)-3,6-difluorobenzyl)amino)-2,6-difluorophenyl)sulfonyl)(thiazol-4-yl)carbamate C12CCC(CC1)N2C(C)C2=C(CNC1=CC(=C(C(=C1)F)S(=O)(=O)N(C(OC(C)(C)C)=O)C=1N=CSC1)F)C(=CC=C2F)F